2,5-bis(4-carboxyphenyl)benzene C(=O)(O)C1=CC=C(C=C1)C1=CC=C(C=C1)C1=CC=C(C=C1)C(=O)O